6-(3-((tert-butyldimethylsilyl)oxy)-2,2-difluoropropoxy)pyridin-3-amine [Si](C)(C)(C(C)(C)C)OCC(COC1=CC=C(C=N1)N)(F)F